C(C)C1=C(C(=O)OCCS(=O)(=O)C2=C(C=CC(=C2)Br)OC)C(=C(C(=N1)C#N)Br)N1C[C@@](CC1)(C)NC(=O)OC(C)(C)C 2-((5-bromo-2-methoxyphenyl)sulfonyl)ethanol ethyl-(S)-5-bromo-4-(3-((tert-butoxycarbonyl)amino)-3-methylpyrrolidin-1-yl)-6-cyanonicotinate